CC1(COC2(OC1)C[C@@H]1CC(C[C@@H]1C2)C2=CC1=C(N=CC(=C1N)[N+](=O)[O-])N2S(=O)(=O)C2=CC=CC=C2)C ((3aR,5r,6aS)-5',5'-dimethylhexahydro-1H-spiro[pentalene-2,2'-[1,3]dioxane]-5-yl)-5-nitro-1-(benzenesulfonyl)-1H-pyrrolo[2,3-b]pyridin-4-amine